C(C)(=O)NC1=C(C(=O)NC=2SC(=C(N2)C(C)C)[N+](=O)[O-])C=CC=C1 2-acetamido-N-(4-isopropyl-5-nitrothiazol-2-yl)benzamide